N1=CC=C(C=C1)C1CCC(CC1)CC(=O)N 2-(4-(pyridin-4-yl)cyclohexyl)acetamide